C(C)(C)(C)C=1C(=C(C=C(C1)CCC(=O)OC)N1N=C2C(=N1)C=CC=C2)O 2-[3'-tert-butyl-5'-(2-methoxycarbonylethyl)-2'-hydroxyphenyl]Benzotriazole